3-chloro-4-[(2,4-difluorobenzyl)oxy]-6-(hydroxymethyl)-1-(2,4,6-trifluorophenyl)pyridin-2(1H)-one ClC=1C(N(C(=CC1OCC1=C(C=C(C=C1)F)F)CO)C1=C(C=C(C=C1F)F)F)=O